BrC=1C(=CC=2C(N1)=CN(N2)C)C 5-bromo-2,6-dimethylpyrazolo[4,3-b]pyridine